[Cl-].[Cl-].[Cl-].C(CCC)O[Ti+3] butoxytitanium trichloride